CN1N=NC(=C1NC(OC(C)C1=CC(=NC=C1F)F)=O)C=1C=CC2=C(OCC(N2)=O)N1 1-(2,5-difluoropyridin-4-yl)ethyl (1-methyl-4-(2-oxo-2,3-dihydro-1H-pyrido[2,3-b][1,4]-oxazin-6-yl)-1H-1,2,3-triazol-5-yl)carbamate